tert-butyl 2-(((2-(trifluoromethyl)pyridin-4-yl)oxy)methyl)-7-azaspiro[3.5]nonane-7-carboxylate FC(C1=NC=CC(=C1)OCC1CC2(C1)CCN(CC2)C(=O)OC(C)(C)C)(F)F